2-(6-bromopyridin-2-yl)-1,10-phenanthroline BrC1=CC=CC(=N1)C1=NC2=C3N=CC=CC3=CC=C2C=C1